[Pb].[Cu].[Al].FC(OC1=CC=C(C(=O)NC=2N=CC3=CC=C(C=C3C2)C2=CN=CN2C)C=C1)F 4-(Difluoromethoxy)-N-(6-(1-methyl-1H-imidazol-5-yl)isoquinolin-3-yl)Benzamide aluminium-copper-lead